1-(3-[4-amino-2-(2-methoxyethyl)-8-(pyridin-3-yl)1H-imidazo[4,5-c]quinolin-1-yl]propyl)pyrrolidin-2-one NC1=NC=2C=CC(=CC2C2=C1N=C(N2CCCN2C(CCC2)=O)CCOC)C=2C=NC=CC2